FC1(CC(C1)C(=O)C=1N=C2N(N1)[C@@H](C[C@@H]2F)C2=CC=CC=C2)F (3,3-difluorocyclobutyl)((5S,7S)-7-fluoro-5-phenyl-6,7-dihydro-5H-pyrrolo[1,2-b][1,2,4]triazol-2-yl)methanone